N-methyl-5-nitro-1-(tetrahydro-2H-pyran-2-yl)-1H-indazole-3-carboxamide CNC(=O)C1=NN(C2=CC=C(C=C12)[N+](=O)[O-])C1OCCCC1